N-methyl-2,3-dihydrobenzothiazin-4-one CN1SC2=C(C(C1)=O)C=CC=C2